diethanolamine styrylborate C(=CC1=CC=CC=C1)OB(O)O.N(CCO)CCO